NCCOCC1=NC=C(C=N1)C(=O)NC1C(C(C1(C)C)OC1=CC(=C(C=C1)C#N)Cl)(C)C 2-(2-aminoethoxymethyl)-N-[3-(3-chloro-4-cyano-phenoxy)-2,2,4,4-tetramethyl-cyclobutyl]pyrimidine-5-carboxamide